C1CC12CN(CC2)C(=O)C=2C=NC=C(C2N2C[C@](CC2)(N)C)C2=NC1=C(N2)C=CC=C1C (3S)-1-(3-{5-azaspiro[2.4]heptane-5-carbonyl}-5-(4-methyl-1H-1,3-benzodiazol-2-yl)pyridin-4-yl)-3-methylpyrrolidin-3-amine